7-Cyclopentyl-2-[5-((S)-3-methylpiperazin-1-yl)-pyridin-2-ylamino]-7H-pyrrolo[2,3-d]pyrimidine-6-carboxylic acid dimethylamide CN(C(=O)C1=CC2=C(N=C(N=C2)NC2=NC=C(C=C2)N2C[C@@H](NCC2)C)N1C1CCCC1)C